1,3-dimethoxy-5-(4-methoxyphenethyl)benzene COC1=CC(=CC(=C1)CCC1=CC=C(C=C1)OC)OC